FC1=C(C=C(C(=C1)C(F)(F)F)F)NS(=O)(=O)C1=CNC(=C1)C1=C(SC=C1)OC N-[2,5-difluoro-4-(trifluoromethyl)phenyl]-5-(2-methoxythiophen-3-yl)-1H-pyrrole-3-sulfonamide